3-(cyclopropylmethyl)-7-((1-(dimethylglycyl)piperidin-4-yl)amino)-1-oxidobenzo[b]thiophen C1(CC1)CC=1C2=C(S(C1)=O)C(=CC=C2)NC2CCN(CC2)C(CN(C)C)=O